(R)-2-((1-(methylsulfonyl)piperidin-4-yl)amino)-8-(spiro[2.4]heptan-4-yl)pyrido[2,3-d]pyrimidin-7(8H)-one CS(=O)(=O)N1CCC(CC1)NC=1N=CC2=C(N1)N(C(C=C2)=O)[C@H]2C1(CC1)CCC2